5-(3,5-dimethylisoxazol-4-yl)-1-((trans)-4-ethoxycyclohexyl)-1H-benzo[d]imidazol-2-ylpropan-1-ol CC1=NOC(=C1C1=CC2=C(N(C(=N2)C(CC)O)[C@@H]2CC[C@H](CC2)OCC)C=C1)C